C(C1=CC=CC=C1)O[C@@H]1C[C@@H]2N(C(NC2=O)=O)C1 (6R,7aS)-6-(benzyloxy)tetrahydro-1H-pyrrolo[1,2-c]imidazole-1,3(2H)-dione